FC([C@H](O)[C@H]1CN([C@@H](O1)C(F)(F)F)C1=CC(=C(C#N)C=C1)C(F)(F)F)(F)F 4-((2S,5R)-5-((R)-2,2,2-Trifluoro-1-hydroxyethyl)-2-(trifluoromethyl)oxazolidin-3-yl)-2-(trifluoromethyl)benzonitrile